[15NH2]CCS(=O)(=O)O taurine-15N